N-phenyl-pyrrolidine C1(=CC=CC=C1)N1CCCC1